FC1[C@](CC[C@@]2([C@H]3CC[C@@]4([C@H](CC[C@H]4[C@@H]3CC[C@H]12)[C@@H](CCC(=O)O)C)C)C)(C1=CC=C(C=C1)C1=CC=CC=C1)O (4R)-4-[(3S,5S,8S,9S,10R,13R,14S,17R)-4-fluoro-3-hydroxy-10,13-dimethyl-3-(4-phenylphenyl)-1,2,4,5,6,7,8,9,11,12,14,15,16,17-tetradecahydrocyclopenta[a]phenanthren-17-yl]pentanoic acid